N1,N1-dibenzyl-6-methoxy-4-nitrobenzene-1,3-diamine C(C1=CC=CC=C1)N(C1=CC(=C(C=C1OC)[N+](=O)[O-])N)CC1=CC=CC=C1